COC1=CC=C(C=C1)S(=O)(=O)NC(C(C)C)=O N-((4-methoxyphenyl)sulfonyl)-2-methylpropanamide